C1(CC1)C1=C(C(=NO1)C1=C(C=CC=C1)C(F)(F)F)C1=CC2(C1)CCN(CC2)C=2SC1=C(N2)C(=CC(=C1)C(=O)O)F 2-(2-(5-cyclopropyl-3-(2-(trifluoromethyl)phenyl)isoxazol-4-yl)-7-azaspiro[3.5]Non-1-en-7-yl)-4-fluorobenzo[d]Thiazole-6-carboxylic acid